CO.[Al] aluminium Methanol